1,4-deoxy-1,4-dithio-beta-d-glucopyranose C([C@@H]1[C@H]([C@@H]([C@H]([C@@H](O1)S)O)O)S)O